4'-(2-(cis-4-ethylcyclohexyl)-ethyl-1-yl)-3,4-difluorobiphenyl C(C)[C@H]1CC[C@H](CC1)CC=C1CC=C(C=C1)C1=CC(=C(C=C1)F)F